2-sodiosulfoisophthalic acid [Na]C1=C(C(=O)O)C=CC(=C1C(=O)O)S(=O)(=O)O